5-(3-fluoro-1-oxido-pyridin-1-ium-2-yl)-1-(2,2,3,3,3-pentafluoropropyl)pyrrolo[2,3-c]pyridine FC=1C(=[N+](C=CC1)[O-])C=1C=C2C(=CN1)N(C=C2)CC(C(F)(F)F)(F)F